NCC1=CC=C(C=C1)CSC1=C(C(=NN1C(C1=C(C=CC=C1)OC)=O)C1C(N(CCC1C(F)(F)F)S(N(C)C)(=O)=O)C(=O)O)F 3-[5-({[4-(aminomethyl)phenyl]methyl}sulfanyl)-4-fluoro-1-(2-methoxybenzoyl)-1H-pyrazol-3-yl]-1-(dimethylsulfamoyl)-4-(trifluoromethyl)piperidine-2-carboxylic acid